N-((R)-cyclopropyl-(2,5-difluoro-4-(trifluoromethyl)phenyl)methyl)-2-azabicyclo[3.1.0]Hexane-3-carboxamide C1(CC1)[C@@H](NC(=O)C1NC2CC2C1)C1=C(C=C(C(=C1)F)C(F)(F)F)F